ClC1=C(C=CC=C1)NC1=CC=C2C3=CC=C4C(=C3C(C2=C1)(C)C)C=CC=C4 (2-Chlorophenyl)-(11,11-dimethyl-11H-benzo[a]fluoren-9-yl)-amin